ClC=1C(=NC(=NC1)NC1CCOCC1)C1=CC=C2CN(C(C2=C1)=O)[C@@H](C(=O)N[C@H](C)C1=CC(=NC=C1)N1CCC(CC1)N(C)C)C (2R)-2-(6-{5-chloro-2-[(oxan-4-yl)amino]pyrimidin-4-yl}-1-oxo-2,3-dihydro-1H-isoindol-2-yl)-N-[(1R)-1-{2-[4-(dimethylamino)piperidin-1-yl]pyridin-4-yl}ethyl]propanamide